2-(3-((((1r,3r)-3-((2-(2,6-dioxopiperidin-3-yl)-1,3-dioxoisoindolin-5-yl)oxy)cyclobutyl)(isopropyl)amino)methyl)azetidin-1-yl)pyrimidine-5-carboxamide O=C1NC(CC[C@H]1N1C(C2=CC=C(C=C2C1=O)OC1CC(C1)N(C(C)C)CC1CN(C1)C1=NC=C(C=N1)C(=O)N)=O)=O